O[C@@H]1[C@H](CCC=2C=CC(=CC12)S(=O)(=O)N)[C@@H]1N2C(C3=CC=CC=C13)=CN=C2 (7R,8R)-8-hydroxy-7-((s)-5H-imidazo[5,1-a]isoindol-5-yl)-5,6,7,8-tetrahydronaphthalene-2-sulfonamide